N[C@H]1CN(CCC1)C(=O)C1=CC2=C(N(C(=N2)C2=CC=3C(=NC(=CC3)N(S(=O)(=O)C)CCC)N2CC2CC2)C)C(=C1)OC (R)-N-(2-(5-(3-aminopiperidine-1-carbonyl)-7-methoxy-1-methyl-1H-benzo[d]imidazol-2-yl)-1-(cyclopropylmethyl)-1H-pyrrolo[2,3-b]pyridin-6-yl)-N-propylmethanesulfonamide